N=1ON=C2C1C=CC=C2C2=CC(=C(N)C=C2Cl)F 4-(Benzo[c][1,2,5]oxadiazol-4-yl)-5-chloro-2-fluoroaniline